C1(CCCC1)C(CCN)N cyclopentylpropane-1,3-diamine